bis(4-hydroxyphenyl)-4-chlorophenylmethane OC1=CC=C(C=C1)C(C1=CC=C(C=C1)Cl)C1=CC=C(C=C1)O